racemic-3-cyclohexanone C1CC(CCC1)=O